methyl (S)-2-((2-(2,6-difluoro-4-(4-methoxy-1H-pyrazol-1-yl)phenyl)-7-methylimidazo[1,2-a]pyridin-3-yl)methyl)morpholine-4-carboxylate FC1=C(C(=CC(=C1)N1N=CC(=C1)OC)F)C=1N=C2N(C=CC(=C2)C)C1C[C@H]1CN(CCO1)C(=O)OC